CNC(O[C@@H]1CC[C@H](CC1)C(N(C1=NC=CC(=C1)C1=CN=C(S1)C1CC1)C[C@@H]1CC[C@H](CC1)C1=NC(=C(C=C1)OC)C#N)=O)=O trans-4-(((trans-4-(6-Cyano-5-methoxypyridin-2-yl)cyclohexyl)methyl)(4-(2-cyclopropylthiazol-5-yl)pyridin-2-yl)carbamoyl)cyclohexyl methylcarbamate